(2R)-2-{2-[2-(benzyloxy)ethoxy]ethoxy}propan-1-ol C(C1=CC=CC=C1)OCCOCCO[C@@H](CO)C